C1(C=CC2=CC=CC=C12)[Ti] indenyl-titanium